Phenyl 4-{4-[4-(1-{[7-oxo-8-(propan-2-yl)-7,8-dihydropyrido[2,3-d]pyrimidin-2-yl]amino}cyclopropyl)phenyl]tetrahydro-2H-pyran-4-yl}piperazine-1-carboxylate O=C1C=CC2=C(N=C(N=C2)NC2(CC2)C2=CC=C(C=C2)C2(CCOCC2)N2CCN(CC2)C(=O)OC2=CC=CC=C2)N1C(C)C